lysine sebacate salt C(CCCCCCCCC(=O)O)(=O)O.N[C@@H](CCCCN)C(=O)O